1-(5-((4-isobutyl-3,3-dimethylpiperazin-1-yl)methyl)pyrazolo[1,5-a]pyridin-3-yl)dihydropyrimidine-2,4(1H,3H)-dione C(C(C)C)N1C(CN(CC1)CC1=CC=2N(C=C1)N=CC2N2C(NC(CC2)=O)=O)(C)C